O1C(CCCC1)OCC12COC(CC1)(CC2)C2=NNC(=C2)C(=O)OCC ethyl 3-(4-(((tetrahydro-2H-pyran-2-yl)oxy)methyl)-2-oxabicyclo[2.2.2]octan-1-yl)-1H-pyrazole-5-carboxylate